(S)-2-(8-fluoro-1,3,4,5-tetrahydrobenzo[c]oxazepin-1-yl)pyrrolidine FC=1C=CC2=C(N(OCCC2)[C@@H]2NCCC2)C1